5-(aminomethyl)thiophene-2-sulfonamide NCC1=CC=C(S1)S(=O)(=O)N